methyl 6-amino-3-oxo-3,4-dihydro-2H-benzo[b][1,4]oxazine-7-carboxylate NC1=CC2=C(OCC(N2)=O)C=C1C(=O)OC